3,4-diethyl-1,7-heptanediamine C(C)C(CCN)C(CCCN)CC